(5-(4-fluoro-2-(methoxycarbonyl)phenoxy)pyrimidin-4-yl)-2,7-diazaspiro[3.5]nonane-7-carboxylic acid tert-butyl ester C(C)(C)(C)OC(=O)N1CCC2(CNC2C2=NC=NC=C2OC2=C(C=C(C=C2)F)C(=O)OC)CC1